4-{3-[(tert-butoxycarbonyl)amino]propanamido}-1-methylpyrrole C(C)(C)(C)OC(=O)NCCC(=O)NC=1C=CN(C1)C